3-(4-{[(3,3-difluorocyclobutyl)methyl][(1r,4r)-4-({[1-(trifluoromethyl)cyclopropyl]methyl}amino)cyclohexyl]amino}-1-oxo-3H-isoindol-2-yl)piperidine-2,6-dione FC1(CC(C1)CN(C1=C2CN(C(C2=CC=C1)=O)C1C(NC(CC1)=O)=O)C1CCC(CC1)NCC1(CC1)C(F)(F)F)F